ethyl-(benzyl)silane C(C)[SiH2]CC1=CC=CC=C1